(5-amino-8-bromo-2-(chloro(phenyl)methyl)-[1,2,4]triazolo[1,5-c]pyrimidin-7-yl)benzonitrile NC1=NC(=C(C=2N1N=C(N2)C(C2=CC=CC=C2)Cl)Br)C2=C(C#N)C=CC=C2